FC=1C=NC(=NC1)C1=CC(=CN1)C(=O)OC methyl 5-(5-fluoropyrimidin-2-yl)-1H-pyrrole-3-carboxylate